C(CCCCCCCCCCCCCO)O 1,14-Tetradecandiol